((2S,3R,6R)-3-(((3-Fluoro-5-(trifluoromethyl)pyridin-2-yl)amino)methyl)-2,6-dimethylmorpholino)(6-(methyl-d3)-3-(pyrimidin-2-yl)pyridin-2-yl)methanone FC=1C(=NC=C(C1)C(F)(F)F)NC[C@@H]1[C@@H](O[C@@H](CN1C(=O)C1=NC(=CC=C1C1=NC=CC=N1)C([2H])([2H])[2H])C)C